O=C1N(CC2=CC=CC=C12)C1=CC=C(C=C1)C(C(=O)O)C 4-(1,3-dihydro-1-oxo-2H-isoindol-2-yl)-α-methylbenzeneacetic acid